ClC1=C(C(=CC=C1)Cl)NC(C1=C(C=C(C(=C1)F)N1N=C(N(C1=O)CC)CO)O[C@H](C(F)(F)F)C)=O N-(2,6-dichlorophenyl)-4-[4-ethyl-3-(hydroxymethyl)-5-oxo-4,5-dihydro-1H-1,2,4-triazol-1-yl]-5-fluoro-2-{[(2S)-1,1,1-trifluoropropan-2-yl]oxy}benzamide